COC=1C=C(C=C(C1)OC)C#CC1=CC(=CC(=C1)OC)OC 3,5,3',5'-tetramethoxytolan